2-[2-(1-piperidinyl)propoxy]propyl-N-methyl-N-(2-cyanoethyl)-amine N1(CCCCC1)C(COC(CN(CCC#N)C)C)C